[N-](S(=O)(=O)C(F)(F)F)S(=O)(=O)C(F)(F)F.CN1CN(C=C1)C 1,3-dimethylimidazole bistrifluoromethanesulfonimide salt